(2S)-3-Hydroxy-2-{4-[(2-methylpentyl)oxy]phenyl}-N-[(1R)-1-(pyridin-2-yl)ethyl]propenamide OC=C(C(=O)N[C@H](C)C1=NC=CC=C1)C1=CC=C(C=C1)OC[C@H](CCC)C